C(C)(C)(C)[Sn](N(C)C)(N(C)C)N(C)C t-butyltris(dimethylamino)stannane